CN1C(CCC2=CC(=NC=C12)C1=CN=CC=2[C@@H](CCCC12)NC(CC)=O)=O (R)-N-(4-(1-methyl-2-oxo-1,2,3,4-tetrahydro-1,7-naphthyridin-6-yl)-5,6,7,8-tetrahydroisoquinolin-8-yl)propanamide